[Pb](Br)I.[Cs].CN methylamine cesium lead iodide bromide